perfluorophenyl (P)-1-(5-fluoro-2-methoxy-4-((1R,2R)-2-(trifluoromethyl)cyclopropyl) phenyl)-2-oxo-1,2-dihydroquinoline-6-sulfonate FC=1C(=CC(=C(C1)N1C(C=CC2=CC(=CC=C12)S(=O)(=O)OC1=C(C(=C(C(=C1F)F)F)F)F)=O)OC)[C@H]1[C@@H](C1)C(F)(F)F